methacryloyl-methyltrimethoxysilane (Triethoxysilylmethyl 2-methylprop-2-enoate) C(C)O[Si](OCC)(OCC)CC=C(C(=O)O)C.C(C(=C)C)(=O)CO[Si](OC)(OC)C